(1R)-3-(4-acetoxy-3,5-dimethylbenzamido)-1-((2R,3R,4S,6R)-4-acetoxy-6-allyl-3-((tert-butoxycarbonyl)amino)-6-(methoxycarbonyl)tetrahydro-2H-pyran-2-yl)propane-1,2-diyl diacetate C(C)(=O)O[C@H](C(CNC(C1=CC(=C(C(=C1)C)OC(C)=O)C)=O)OC(C)=O)[C@@H]1O[C@](C[C@@H]([C@H]1NC(=O)OC(C)(C)C)OC(C)=O)(C(=O)OC)CC=C